tert-butyl (4S)-4-{3,9-diazaspiro[5.5]undecan-3-ylmethyl}-3,3-difluoropiperidine-1-carboxylate C1CN(CCC12CCNCC2)C[C@H]2C(CN(CC2)C(=O)OC(C)(C)C)(F)F